NC=1C(NC2=C3C=CC=NC3=C(C=C2C1C1=C2C=NNC2=C(C=C1)F)N1C(CCC1)=O)=O 3-amino-4-(7-fluoro-1H-indazol-4-yl)-6-(2-oxopyrrolidin-1-yl)-1H-1,7-phenanthrolin-2-one